BrCC1=C(C=C(C=C1)S(=O)(=O)C)F 1-(Bromomethyl)-2-fluoro-4-(methylsulfonyl)benzene